2-bromo-6-((1-cyclopropylpiperidin-4-ylidene)fluoromethyl)pyridine ethyl-2-(dimethylamino)-4-(2-furyl)-6-methylsulfonyl-pyrimidine-5-carboxylate C(C)OC(=O)C=1C(=NC(=NC1S(=O)(=O)C)N(C)C)C=1OC=CC1.BrC1=NC(=CC=C1)C(F)=C1CCN(CC1)C1CC1